ClC=1C=C(C=CC1Cl)C=1C(C(=CN(C1C)C(C)C)C(=O)NC1=CC(=C(C=C1)OC1=CC=NC2=CC(=C(N=C12)OC)OC)F)=O 5-(3,4-Dichlorophenyl)-N-[4-[(6,7-dimethoxy-1,5-naphthyridin-4-yl)oxy]-3-fluorophenyl]-6-methyl-4-oxo-1-propan-2-ylpyridine-3-carboxamide